NCC[C@@H](C)NC(OC(C)(C)C)=O tert-butyl (R)-4-aminobut-2-ylcarbamate